(S)-6-(3-(3-(difluoromethyl)phenyl)isoxazolidin-2-yl)-N-(2-methoxy-4-(4-(4-methylpiperazine-1-yl)piperidin-1-yl)phenyl)pyrimidin-4-amine FC(C=1C=C(C=CC1)[C@H]1N(OCC1)C1=CC(=NC=N1)NC1=C(C=C(C=C1)N1CCC(CC1)N1CCN(CC1)C)OC)F